ClC=1C=C(C=NC1N1CCNCC1)C#CC1=CC=C(C=C1)CCN 2-[4-[2-(5-chloro-6-piperazin-1-yl-3-pyridinyl)ethynyl]phenyl]ethylamine